SCC(=O)NCCCCCOC1=C(C=C2C=CC=NC2=C1)C(=O)N 7-((5-(2-mercaptoacetamido)pentyl)oxy)quinoline-6-formamide